(2S)-3-(1-menthoxy)propane-1,2-diol C1(CCC(CC1)C(C)C)(C)OC[C@H](CO)O